1-(4-(4-amino-3-chloro-1H-pyrazol-1-yl)piperidin-1-yl)-2-methylpropan-1-one NC=1C(=NN(C1)C1CCN(CC1)C(C(C)C)=O)Cl